(3S,4R)-4-((7-(3,5-difluoropyridin-2-yl)-5-fluoropyrrolo[2,1-f][1,2,4]triazin-2-yl)amino)tetrahydro-2H-pyran-3-ol FC=1C(=NC=C(C1)F)C1=CC(=C2C=NC(=NN21)N[C@H]2[C@@H](COCC2)O)F